FC=1C=CC2=C(CC3(CCNCC3)O2)C1 (3R)-5-fluoro-3H-spiro[1-benzofuran-2,4'-piperidine]